FC=1C=C(C(=O)OCCNC)C=C(C1)NC(CN1N=C(C(=C1)C1=CC=NC2=CC=CC=C12)C1=NC(=CC=C1)C)=O 2-(methylamino)ethyl 3-fluoro-5-(2-(3-(6-methylpyridin-2-yl)-4-(quinolin-4-yl)-1H-pyrazol-1-yl)acetamido)benzoate